methyl 4-((2R,3S,4S,5R)-3-(2-(2-bromoethoxy)-3,4-difluorophenyl)-4,5-dimethyl-5-(trifluoromethyl)tetrahydrofuran-2-carboxamido)picolinate BrCCOC1=C(C=CC(=C1F)F)[C@H]1[C@@H](O[C@]([C@H]1C)(C(F)(F)F)C)C(=O)NC1=CC(=NC=C1)C(=O)OC